OC[C@@H]1C(NCCN1)=O (R)-3-(hydroxymethyl)piperazin-2-one